C1(=CC=CC=C1)C[C@@H](B1O[C@@H]2[C@](O1)(C[C@H]1C([C@@H]2C1)(C)C)C)NC(O[C@H]1CN(CC1)C(C=C)=O)=O (R)-1-acryloylpyrrolidin-3-yl ((R)-2-phenyl-1-((3aS,4S,6S,7aR)-5,5,7a-trimethylhexahydro-4,6-methanobenzo[d][1,3,2]dioxaborol-2-yl)ethyl)carbamate